FC(C=1C=C(C=C(C1)C(F)(F)F)[B-](C1=CC(=CC(=C1)C(F)(F)F)C(F)(F)F)(C1=CC(=CC(=C1)C(F)(F)F)C(F)(F)F)C1=CC(=CC(=C1)C(F)(F)F)C(F)(F)F)(F)F.C[SiH2+] methylsilylium tetrakis(3,5-bis(trifluoromethyl)phenyl)borate